tert-butyl 3-[4-[6-[[4-(3-isopropylpyrazolo[1,5-a]pyridin-5-yl)pyrimidin-2-yl]amino]-3-pyridyl]-3-oxo-piperazin-1-yl]azetidine-1-carboxylate C(C)(C)C=1C=NN2C1C=C(C=C2)C2=NC(=NC=C2)NC2=CC=C(C=N2)N2C(CN(CC2)C2CN(C2)C(=O)OC(C)(C)C)=O